C1(CCCCC1)C=1N(C(=C(N1)C=1C=C2CN(C(C2=CC1)=O)C1C(NC(CC1)=O)=O)C1=CC=CC=C1)C 3-(5-(2-cyclohexyl-1-methyl-5-phenyl-1H-imidazol-4-yl)-1-oxoisoindolin-2-yl)piperidine-2,6-dione